2-(1-(1,4-diazepan-1-yl)butyl)-6-bromo-3-ethyl-7-methylquinazolin-4(3H)-one N1(CCNCCC1)C(CCC)C1=NC2=CC(=C(C=C2C(N1CC)=O)Br)C